FC(C(=O)O)(F)F.FC=1C=C(C=NC1OC)C=1CCNCC1 5-fluoro-6-methoxy-1',2',3',6'-tetrahydro-3,4'-bipyridyl trifluoroacetate